4-[cyclopropyl-[4-(5,6,7,8-tetrahydro-1,8-naphthyridin-2-yl)butyl]amino]-2-(indane-2-carbonylamino)butanoic acid C1(CC1)N(CCC(C(=O)O)NC(=O)C1CC2=CC=CC=C2C1)CCCCC1=NC=2NCCCC2C=C1